Cl.COC(=O)C12CC(C1)(C2)N.C(#N)C=2C=C(C=CC2OCC(C)C)C=2SC(=C(N2)C)C(=O)NC2CCC(CC2)=O 2-(3-cyano-4-isobutoxyphenyl)-4-methyl-N-(4-oxocyclohexyl)thiazole-5-carboxamide methyl-3-aminobicyclo[1.1.1]pentane-1-carboxylate HCl salt